ClC1=NC=NN2C1=CC=C2C2(O[C@@H]([C@H]([C@H]2OCC2=CC=CC=C2)OCC2=CC=CC=C2)COCC2=CC=CC=C2)O (3R,4R,5R)-2-(4-chloropyrrolo[2,1-f][1,2,4]triazin-7-yl)-3,4-dibenzyloxy-5-((benzyloxy)methyl)tetrahydrofuran-2-ol